2-(6-{5-Chloro-2-[(oxan-4-yl)amino]pyrimidin-4-yl}-1-oxo-2,3-dihydro-1H-isoindol-2-yl)-N-[(1-methyl-1H-indol-6-yl)methyl]acetamid ClC=1C(=NC(=NC1)NC1CCOCC1)C1=CC=C2CN(C(C2=C1)=O)CC(=O)NCC1=CC=C2C=CN(C2=C1)C